6-(2,5-dioxo-2,5-dihydro-1H-pyrrolyl)hexanamide O=C1N(C(C=C1)=O)CCCCCC(=O)N